ClC1=C(C=CC(=C1)F)C=1C(=NN(C1NC1=C(C=CC=C1)F)C)C 4-(2-chloro-4-fluoro-phenyl)-N-(2-fluorophenyl)-1,3-dimethyl-1H-pyrazol-5-amine